3-(4-fluoro-1H-pyrazol-1-yl)-2-hydroxy-2-methylpropanamide FC=1C=NN(C1)CC(C(=O)N)(C)O